N-[2-(3-amino-4-methoxypyrrolidin-1-yl)-5,6,7,8-tetrahydroquinolin-6-yl]-7-ethyl-5-fluoro-7H-pyrrolo[2,3-c]pyridazine-3-carboxamide NC1CN(CC1OC)C1=NC=2CCC(CC2C=C1)NC(=O)C1=CC2=C(N=N1)N(C=C2F)CC